3-((4-(5-chloro-3-methyl-2-(((6S)-6-methylmorpholin-2-yl)methyl)phenyl)pyrrolo[2,1-f][1,2,4]triazin-6-yl)methyl)-1-(2-fluoroethyl)pyrimidine-2,4(1H,3H)-dione hydrochloride Cl.ClC=1C=C(C(=C(C1)C1=NC=NN2C1=CC(=C2)CN2C(N(C=CC2=O)CCF)=O)CC2CNC[C@@H](O2)C)C